CC=1SC2=C(N1)C(=C(C=C2)[N+](=O)[O-])N2C[C@H](CC2)NC(OC(C)(C)C)=O (S)-tert-Butyl 1-(2-methyl-5-nitrobenzo[d]thiazol-4-yl)pyrrolidin-3-ylcarbamate